6-(5-((2-Fluoro-5-(trifluoromethyl)benzyl)carbamoyl)-1,4-dimethyl-1H-imidazol-2-yl)-N-methyl-1H-indazol-3-carboxamid FC1=C(CNC(=O)C2=C(N=C(N2C)C2=CC=C3C(=NNC3=C2)C(=O)NC)C)C=C(C=C1)C(F)(F)F